NC1=C2C(=NC=N1)N(N=C2C2=CC(=C(C=C2F)NC(=O)NC2=NOC(=C2)C2(CC2)C(F)(F)F)F)C2CC2 1-(4-(4-AMINO-1-CYCLOPROPYL-1H-PYRAZOLO[3,4-D]PYRIMIDIN-3-YL)-2,5-DIFLUOROPHENYL)-3-(5-(1-(TRIFLUOROMETHYL)CYCLOPROPYL)ISOXAZOL-3-YL)UREA